(cyanomethyl)(cyclobutyl)carbamic acid tert-butyl ester C(C)(C)(C)OC(N(C1CCC1)CC#N)=O